4-(2-(4-(1-(2,6-dioxopiperidin-3-yl)-3-methyl-1H-indazol-4-yl)-1H-pyrazol-1-yl)ethyl)piperidine hydrochloride Cl.O=C1NC(CCC1N1N=C(C2=C(C=CC=C12)C=1C=NN(C1)CCC1CCNCC1)C)=O